(Z)-1-bromo-10-((Z)-heptadec-8-en-1-yl)-8,8-dimethyl-7,9,11-trioxa-8-silanonacos-20-ene BrCCCCCCO[Si](OC(OCCCCCCCC\C=C/CCCCCCCC)CCCCCCC\C=C/CCCCCCCC)(C)C